tert-butyl N-(2-cyanoallyl)carbamate C(#N)C(CNC(OC(C)(C)C)=O)=C